C1OCC12CN(C2)C2=NC=CC(=N2)COC2=CC=C(C=C2)C(C)(C)C2=CC=C(OCC1(CC1)NC([O-])=O)C=C2 (1-((4-(2-(4-((2-(2-oxa-6-azaspiro[3.3]heptan-6-yl)pyrimidin-4-yl)methoxy)phenyl)propan-2-yl)phenoxy)methyl)cyclopropyl)carbamate